C(#N)C=1C=NN2C1C(=CC(=C2)C=2C=NN(C2)C2CN(C2)C(=O)C2CC(C2)NC(C=C)=O)OC N-((1r,3r)-3-(3-(4-(3-cyano-4-methoxypyrazolo[1,5-a]pyridin-6-yl)-1H-pyrazol-1-yl)azetidine-1-carbonyl)cyclobutyl)acryl-amide